BrC1=C2CCCN(C2=CC=C1)C1=CC=CC(=N1)N1CCN(CC1)CC1=NC2=C(N1C[C@H]1OCC1)C=C(C=C2)C(=O)OC (S)-methyl 2-((4-(6-(5-bromo-3,4-dihydroquinolin-1(2H)-yl)pyridin-2-yl)piperazin-1-yl)methyl)-1-(oxetan-2-ylmethyl)-1H-benzo[d]imidazole-6-carboxylate